C1(CCC1)CN[C@H]1CN(CCC1)C1=CC(N(C=C1)C(C)N1N=NC(=C1)C=1C=NC=C(C1)NC(C)C)=O 4-((R)-3-((cyclobutylmethyl)amino)piperidin-1-yl)-1-(1-(4-(5-(isopropylamino)pyridin-3-yl)-1H-1,2,3-triazol-1-yl)ethyl)pyridin-2(1H)-one